FC1=CC=C(C=C1)C1=NN2C(COC[C@@H]2C)=C1C1=C2C(=NC=C1)NN=C2 (S)-2-(4-Fluorophenyl)-7-methyl-3-(1H-pyrazolo[3,4-b]pyridin-4-yl)-6,7-dihydro-4H-pyrazolo[5,1-c][1,4]oxazine